2-methoxy-3-(1-methyl-1H-1,2,4-triazol-3-yl)benzene COC1=CC=CC=C1C1=NN(C=N1)C